5-(6-chlorohexyloxy)-3,4-dibromo-2(5H)-furanone ClCCCCCCOC1C(=C(C(O1)=O)Br)Br